ClC1=CC2=C(NC(C=3CC(NC(C23)=O)(C)C)=O)C(=C1)F 9-chloro-7-fluoro-3,3-dimethyl-2,3,4,6-tetrahydrobenzo[c][2,6]naphthyridine-1,5-dione